(1,5-dimethyl-1H-pyrazol-3-yl)methylamine CN1N=C(C=C1C)CN